C(C)(=O)C1=CC=C2C(N(C(C2=C1)=O)CC1=CC=C(C=C1)Br)(O)C1=CC=C(C=C1)Cl 6-acetyl-2-(4-bromobenzyl)-3-(4-chlorophenyl)-3-hydroxyisoindolin-1-one